(R)-N-ethyl-1-methyl-6-oxo-N-(2,2,2-trifluoro-1-(4-(trifluoromethyl)phenyl)ethyl)-1,6-dihydropyridazine-4-sulfonamide C(C)N(S(=O)(=O)C=1C=NN(C(C1)=O)C)[C@@H](C(F)(F)F)C1=CC=C(C=C1)C(F)(F)F